CC1(CC(OC2=CC=CC(=C12)C)=O)C 4,4,5-trimethyl-2-oxochroman